5-iodo-4-methylthiazole-2-carbaldehyde IC1=C(N=C(S1)C=O)C